C(C=C)OC(C)OCC1C(C(C1)=O)(C)C 3-(1-allyloxyethoxy)methyl-2,2-dimethylcyclobutanone